O=CC(C)CCC[C@@H](C)[C@H]1CC[C@H]2[C@@H]3CC=C4C[C@@H](O)CC[C@]4(C)[C@H]3CC[C@]12C oxo-cholesterol